NCO[Si](OC)(OC)CCC AMINO-PROPYLTRIMETHOXYSILANE